BrC1=NNC(=N1)CCN 2-(3-bromo-1H-1,2,4-triazol-5-yl)ethan-1-amine